NC(C1=C(C=C(C(=C1)Cl)Cl)O)C1CCN(CC1)CC1CC1 2-[amino[1-(cyclopropylmethyl)piperidin-4-yl]methyl]-4,5-dichlorophenol